N1,N3-bis(3-aminopropyl)-5-[4-(dimethylamino)butanoylamino]benzene-1,3-dicarboxamide NCCCNC(=O)C1=CC(=CC(=C1)NC(CCCN(C)C)=O)C(=O)NCCCN